NC1=CC=C(C=N1)CN(C(OC(C)(C)C)=O)CC12CC(C1)(C2)F Tert-butyl N-[(6-amino-3-pyridyl)methyl]-N-[(3-fluoro-1-bicyclo[1.1.1]pentyl)methyl]carbamate